C1(CC1)CN1CC[C@]23[C@H]4OC5=C(C=CC(C[C@@H]1[C@@]2(CCC4=O)O)=C35)O (1S,5R,13R,17S)-4-(cyclopropylmethyl)-10,17-dihydroxy-12-oxa-4-azapentacyclo[9.6.1.01,13.05,17.07,18]octadeca-7(18),8,10-trien-14-one